C(C1=CC=CC=C1)O[C@@H](C(=O)N1CCN(CC1)C(C1=CC=CC=C1)(C1=CC=CC=C1)C1=CC=CC=C1)[C@H]([C@@H]([C@](CO)(O)COCC1=CC=CC=C1)OCC1=CC=CC=C1)OCC1=CC=CC=C1 (2R,3S,4S,5R)-2,3,4-Tribenzyloxy-5-(benzyloxymethyl)-5,6-dihydroxy-1-(4-tritylpiperazin-1-yl)hexan-1-one